(1aR,5aR)-2-(2,4-Difluoro-phenyl)-1a,2,5,5a-tetrahydro-1H-2,3-diaza-cyclopropa[a]pentalene-4-carboxylic acid (2-hydroxy-2-phenyl-ethyl)-amide OC(CNC(=O)C=1C=2C[C@@H]3[C@H](C2N(N1)C1=C(C=C(C=C1)F)F)C3)C3=CC=CC=C3